(1R,4S,5R)-N-(2-ethoxyethyl)-2-isopropyl-5-methylcyclohexane-1-carboxamide C(C)OCCNC(=O)[C@H]1C(CC[C@H](C1)C)C(C)C